C1(CCCCC1)CS(=O)(=O)NC1=NOC2=C1C(=CC(=C2)CN2N=C(C=C2)CNC(C=C)=O)OC N-((1-((3-((cyclohexylmethyl)sulfonamido)-4-methoxybenzo[d]isoxazol-6-yl)methyl)-1H-pyrazol-3-yl)methyl)acrylamide